CC1=CC=C(C(N)C(=O)O)C=C1 4-methyl-phenylglycine